NC1=C(C=C(C=C1C(C)C)F)C1=CC(=NC=C1)OCCCCCN1N=CC=C1 1-(5-((4-(2-amino-5-fluoro-3-isopropylphenyl)pyridin-2-yl)oxy)pentyl)-1H-pyrazole